ClC=1C=C2C(=NN(C2=CC1[N+]#[C-])COCC[Si](C)(C)C)C1=CC(=C2CCN(CC2=C1)C(=O)OC(C)(C)C)C Tert-butyl 7-(5-chloro-6-isocyano-1-((2-(trimethylsilyl) ethoxy) methyl)-1H-indazole-3-Yl)-5-methyl-3,4-dihydroisoquinoline-2(1H)-carboxylate